(1R,3S)-3-(5-{[4-(2-formyl-3-hydroxyphenoxy)pyridin-2-yl]amino}-2H-pyrazol-3-yl)cyclopentyl N-isopropylcarbamate C(C)(C)NC(O[C@H]1C[C@H](CC1)C=1NN=C(C1)NC1=NC=CC(=C1)OC1=C(C(=CC=C1)O)C=O)=O